C(CC#C)O[SiH]([SiH3])C(C)(C)C (but-3-ynyloxy)(tert-butyl)disilane